N1(C=NC=C1)C=1C=CC(=C(C1)O)C1=NC=C(N=C1)O[C@@H]1CNCC1 (S)-5-(1H-imidazol-1-yl)-2-(5-(pyrrolidin-3-yloxy)pyrazin-2-yl)phenol